ClC=1C(=NC=CN1)CNC(=O)C12CC(C(CC1(F)F)(CC2)C(=O)OC)(F)F methyl 4-(((3-chloropyrazin-2-yl)methyl)carbamoyl)-2,2,5,5-tetrafluorobicyclo[2.2.2]octane-1-carboxylate